C1OCCC2=CC=C(C=C12)C(NC(=O)C=1C(NC(=CC1)C(F)(F)F)=O)C1=CC=CC=C1 N-(isochroman-7-yl(phenyl)methyl)-2-oxo-6-(trifluoromethyl)-1,2-dihydropyridine-3-carboxamide